C(C)(C)[Si](OC1=C(C=CC=C1)N=NC=1C=CC=C(C(=O)[O-])C1)(C(C)C)C(C)C 5-((2-((triisopropylsilyl)oxy)phenyl)diazenyl)benzoate